1,3,5-triazine-2,4,6-triol trisodium salt [Na].[Na].[Na].N1=C(N=C(N=C1O)O)O